tert-butyl (1R,2S)-2-[1-(tert-butoxycarbonyl)-3-[(5-methoxy-2-methylpyridin-4-yl) amino]indazol-6-yl]-5'-methoxy-2'-oxospiro[cyclopropane-1,3'-indole]-1'-carboxylate C(C)(C)(C)OC(=O)N1N=C(C2=CC=C(C=C12)[C@@H]1C[C@@]12C(N(C1=CC=C(C=C21)OC)C(=O)OC(C)(C)C)=O)NC2=CC(=NC=C2OC)C